2-(3'-tert-Butyl-5'-[3''-dimethyl-vinylsilylpropoxy]-2'-hydroxyphenyl)-5-methoxybenzotriazole C(C)(C)(C)C=1C(=C(C=C(C1)OCCC[Si](C=C)(C)C)N1N=C2C(=N1)C=CC(=C2)OC)O